(Z)-2-cyano-3-hydroxy-3-(5-methylisoxazol-4-yl)-N-(4-(morpholinosulfonyl)phenyl)acrylamide C(#N)/C(/C(=O)NC1=CC=C(C=C1)S(=O)(=O)N1CCOCC1)=C(\C=1C=NOC1C)/O